(4-hydroxypiperidin-1-yl)(4-((3-(4-methoxyphenyl)imidazo[1,2-a]pyrazin-8-yl)amino)-2-methylphenyl)methanone OC1CCN(CC1)C(=O)C1=C(C=C(C=C1)NC=1C=2N(C=CN1)C(=CN2)C2=CC=C(C=C2)OC)C